ClC1=C(C(=NC=C1)C(C)C)N1C(N=C(C2=C1N=C(C(=C2)F)C2=C(C=CC=C2F)Cl)N2[C@H](CN(CC2)C(=O)OC(C)(C)C)C)=O tert-butyl (3S)-4-(1-(4-chloro-2-isopropylpyridin-3-yl)-7-(2-chloro-6-fluorophenyl)-6-fluoro-2-oxo-1,2-dihydropyrido[2,3-d]pyrimidin-4-yl)-3-methylpiperazine-1-carboxylate